N12CC(CC(CC1)C2)C(=O)C2=CC1=C(C=N2)C(=NN1C1OCCCC1)Br azabicyclo[3.2.1]oct-3-yl-(3-bromo-1-tetrahydropyran-2-yl-pyrazolo[4,3-c]pyridin-6-yl)methanone